methyl 6-(7-(3,4-dimethoxyphenyl)pyrazolo[1,5-a]pyrimidine-2-carboxamido)nicotinate COC=1C=C(C=CC1OC)C1=CC=NC=2N1N=C(C2)C(=O)NC2=NC=C(C(=O)OC)C=C2